C(C)(C)(C)N1SC2=C(C1=O)C=CC=C2 N-t-butyl-1,2-benzisothiazolin-3-one